CC(=N[Si](C)(C)C)O[Si](C)(C)C N,O-Bis(trimethylsilyl)acetamide